CC=1C=C(N)C=CC1N1CCN(CC1)C 3-methyl-4-(4-methylpiperazin-1-yl)aniline